1-(2-(4-bromophenoxy)ethyl)pyrazole BrC1=CC=C(OCCN2N=CC=C2)C=C1